4-((3,5-Bis(benzophenanthren-2-yl)phenyl)(pyridazin-4-yl)amino)benzonitrile C1=C2C=3C=CC=CC3C3=C(C2=CC=C1C=1C=C(C=C(C1)C=1C=C2C=4C=CC=CC4C4=C(C2=CC1)C=CC=C4)N(C4=CC=C(C#N)C=C4)C4=CN=NC=C4)C=CC=C3